2-[(2,6-difluoro-4-pyridyl)-formyl-amino]-N-(2,2-dimethylcyclobutyl)-5-methyl-thiazole-4-carboxamide FC1=NC(=CC(=C1)N(C=1SC(=C(N1)C(=O)NC1C(CC1)(C)C)C)C=O)F